[Cl-].C(C1=CC=CC=C1)[N+](C)(C)C N-benzyl-N,N,N-trimethyl-ammonium chloride